ClC1=CC(=NC(=C1)C1CNCCC1)C=1C=NN2C1C=C(C=C2)C(F)(F)F 3-(4-chloro-6-(piperidin-3-yl)pyridin-2-yl)-5-(trifluoromethyl)pyrazolo[1,5-a]pyridine